6-{[(2-chloro-3,6-difluorophenyl)carbonyl]amino}-N-(3-chloro-2-methylphenyl)-2-(methoxymethyl)-1H-benzimidazole-4-carboxamide ClC1=C(C(=CC=C1F)F)C(=O)NC=1C=C(C2=C(NC(=N2)COC)C1)C(=O)NC1=C(C(=CC=C1)Cl)C